tert-butyl 2-(2-amino-6-fluoro-5-(4-(4-isopropylpiperazin-1-yl) phenyl) pyridin-3-yl)-5-oxo-7,8-dihydropyrido[4,3-d]pyrimidine-6(5H)-carboxylate NC1=NC(=C(C=C1C=1N=CC2=C(N1)CCN(C2=O)C(=O)OC(C)(C)C)C2=CC=C(C=C2)N2CCN(CC2)C(C)C)F